2-methyl-N-(2-(6-oxopyridazin-1(6H)-yl)-4-(Trifluoromethyl)phenyl)propionamide CC(C(=O)NC1=C(C=C(C=C1)C(F)(F)F)N1N=CC=CC1=O)C